2,6-Dimethylphenyl-Bis(Imino)Pyridine CC1=C(C(=CC=C1)C)C=1C(C(N=CC1)=N)=N